O=C1NC=2C=CC=C(C2C1)C(=O)NCC1=CC=C(C=C1)OC(F)(F)F 2-oxo-N-(4-(trifluoromethoxy)benzyl)indoline-4-carboxamide